(S)-2-(2-chloro-6-fluorobenzamido)-3-(4-(6'-(dimethylamino)-5'-fluoro-2'-oxospiro[cyclopropane-1,3'-indoline]-1'-yl)phenyl)propanoic acid methyl ester COC([C@H](CC1=CC=C(C=C1)N1C(C2(C3=CC(=C(C=C13)N(C)C)F)CC2)=O)NC(C2=C(C=CC=C2F)Cl)=O)=O